C1N(CC2=CC=CC=C12)CC1=CC(=C(OCC2CCC(CC2)C(C)=O)C=C1)S(=O)(=O)C 1-((1r,4r)-4-((4-(Isoindolin-2-ylmethyl)-2-(methylsulfonyl)-phenoxy)methyl)cyclohexyl)ethanone